5-(5-(difluoromethoxy)pyridin-2-yl)-1-methyl-7-(trifluoromethyl)-1,5-dihydro-4H-imidazo[4,5-c][1,8]Naphthyridin-4-one FC(OC=1C=CC(=NC1)N1C(C2=C(C=3C=CC(=NC13)C(F)(F)F)N(C=N2)C)=O)F